COC=1C(=NC2=CC=CC=C2N1)C=1C=C2CN(C(C2=CC1)=O)C1C(NC(CC1)=O)=O 3-(5-(3-methoxyquinoxalin-2-yl)-1-oxoisoindolin-2-yl)piperidine-2,6-dione